C(C)(C)(C)OC(=O)N[C@H](C(=O)OC)CI methyl (2R)-2-{[(tert-butoxy)carbonyl]amino}-3-iodopropanoate